ClC=1C2=CN(N=C2C=CC1C1=NN(C2=NC(=C(N=C21)C)N2CCC1([C@@H](COC1)NC(OC(C)(C)C)=O)CC2)C2OCCCC2)C tert-butyl N-[(4S)-8-[3-(4-chloro-2-methyl-2H-indazol-5-yl)-5-methyl-1-(oxan-2-yl)-1H-pyrazolo[3,4-b]pyrazin-6-yl]-2-oxa-8-azaspiro[4.5]decan-4-yl]carbamate